CC1(CN(C1)CC(=O)NC=1C=C(C(=NC1)C)NC(=O)C=1C=NN2C1SC(=C2)C=2C=NN(C2)C2CCNCC2)C N-(5-(2-(3,3-dimethylazetidin-1-yl)acetamido)-2-methylpyridin-3-yl)-2-(1-(piperidin-4-yl)-1H-pyrazol-4-yl)pyrazolo[5,1-b]thiazole-7-carboxamide